7-azaindole-4-carboxylate N1C=CC=2C(=CC=NC12)C(=O)[O-]